(S)-3-(3-(2,3-bis(tetradecanoyloxy)propoxy)-3-oxopropoxy)propanoic acid C(CCCCCCCCCCCCC)(=O)O[C@H](COC(CCOCCC(=O)O)=O)COC(CCCCCCCCCCCCC)=O